3-((5-chloro-2-methoxyphenyl)sulfonamido)-N-isopropyl-7,8-dihydro-1,6-naphthyridine-6(5H)-carboxamide ClC=1C=CC(=C(C1)S(=O)(=O)NC=1C=NC=2CCN(CC2C1)C(=O)NC(C)C)OC